N-{3-[({2-[(4-acetylphenyl)amino]-5-(trifluoromethyl)pyrimidin-4-yl}amino)methyl]pyridin-2-yl}-N-methylmethane-sulfonamide C(C)(=O)C1=CC=C(C=C1)NC1=NC=C(C(=N1)NCC=1C(=NC=CC1)N(S(=O)(=O)C)C)C(F)(F)F